FC=1C=C(C=C(C1)N1N=C(C(=C1)[C@H]1O[C@@H](C(N1CCC1=CC=C2CC(NC2=C1)=O)=O)C)C1=CNC=C1)C (2R,5R)-2-(1-(3-fluoro-5-tolyl)-3-(1H-pyrrol-3-yl)-1H-pyrazol-4-yl)-5-methyl-3-(2-(2-oxoindolin-6-yl)ethyl)oxazolidin-4-one